2-((2-((4-(4-((4-(2,6-dioxopiperidin-3-yl)-3-fluorobenzyl)(methyl)amino)piperidin-1-yl)-2-isopropoxy-5-methylphenyl)amino)-5-(trifluoromethyl)pyridin-4-yl)amino)-N-methylbenzamide O=C1NC(CCC1C1=C(C=C(CN(C2CCN(CC2)C2=CC(=C(C=C2C)NC2=NC=C(C(=C2)NC2=C(C(=O)NC)C=CC=C2)C(F)(F)F)OC(C)C)C)C=C1)F)=O